(2,4-dinitrophenyl)triethylphosphonium chlorite Cl(=O)[O-].[N+](=O)([O-])C1=C(C=CC(=C1)[N+](=O)[O-])[P+](CC)(CC)CC